BrC1=CC(=C(C(=O)NC2=NC(=CC=C2)OC(F)F)C=C1)N1CCC2(CC2)CC1 4-Bromo-N-(6-(difluoromethoxy)pyridin-2-yl)-2-(6-azaspiro[2.5]octan-6-yl)benzamide